C1(CCCCC1)NC1=CC(=NC=2N1N=CC2)C=2SC=CC2 N-cyclohexyl-5-(thiophen-2-yl)pyrazolo[1,5-a]pyrimidin-7-amine